4-(1-methyl-1H-pyrrolo[2,3-b]pyridin-4-yl)-7-((5-((methyl-sulfonyl)meth-yl)pyridin-2-yl)amino)isoindolin-1-one CN1C=CC=2C1=NC=CC2C2=C1CNC(C1=C(C=C2)NC2=NC=C(C=C2)CS(=O)(=O)C)=O